C[C@]12[C@H]3CC[C@@]4([C@H](CC[C@H]4[C@@H]3CC[C@H]2CCCC1)O)C (5R,8R,9S,10S,13S,14S,17S)-10,13-dimethylhexadecahydro-1H-cyclopenta[a]phenanthren-17-ol